diphenylphosphine oxide propionate C(CC)(=O)O.C1(=CC=CC=C1)P(C1=CC=CC=C1)=O